FC=1C(=C(C=CC1)NC1=C(NC2=C1C(NCC2)=O)C2=C(C=NC=C2)C#C[C@@H]2N([C@H]1CC[C@@H]2C1)C(C=C)=O)OC 3-[(3-fluoro-2-methoxyphenyl)amino]-2-(3-{2-[(1S,3R,4R)-2-(prop-2-enoyl)-2-azabicyclo[2.2.1]heptan-3-yl]ethynyl}pyridin-4-yl)-1H,5H,6H,7H-pyrrolo[3,2-c]pyridin-4-one